[Al](Cl)(Cl)Cl.BrC1=CC=C2[C@@H](CCC(C2=C1)=O)C (R)-7-bromo-4-methyl-3,4-dihydronaphthalen-1(2H)-one Aluminum chloride